7-amino-5-bromo-6-fluoro-2,3-dihydro-1H-inden-1-one NC=1C(=C(C=C2CCC(C12)=O)Br)F